NC1=NC(N(C=C1F)[C@@H]1O[C@]([C@H](C1)O)(C=C)CO)=O 4-amino-5-fluoro-1-((2r,4s,5r)-4-hydroxy-5-(hydroxymethyl)-5-vinyltetrahydrofuran-2-yl)pyrimidin-2(1H)-one